6-([1,1'-Biphenyl]-4-yloxy)-2-methylpyridin-3-amine C1(=CC=C(C=C1)OC1=CC=C(C(=N1)C)N)C1=CC=CC=C1